1-(3,4-dimethoxy-5-nitrophenyl)ethanone 2-({3-[(6-bromo-5-fluoro-3-methylpyridin-2-yl)oxy]-2-fluorophenyl}methyl)-4,4-difluoro-3-[(methanesulfonyl)amino]pyrrolidine-1-carboxylate BrC1=C(C=C(C(=N1)OC=1C(=C(C=CC1)CC1N(CC(C1NS(=O)(=O)C)(F)F)C(=O)O)F)C)F.COC=1C=C(C=C(C1OC)[N+](=O)[O-])C(C)=O